BrC=1C=NC=CC1C(C)C=1OC2=C(C1)C=C(C=C2)OC 3-bromo-4-[1-(5-methoxybenzofuran-2-yl)ethyl]pyridine